5-((2-oxo-2,3-dihydro-1H-benzo[d]imidazol-1-yl)methyl)-2-((2-oxopyrrolidin-1-yl)methyl)benzonitrile O=C1NC2=C(N1CC=1C=CC(=C(C#N)C1)CN1C(CCC1)=O)C=CC=C2